C(C)(C)N(P(OCCC#N)O[C@@H](C)CCCCP(=O)(OC)OC)C(C)C 2-Cyanoethyl ((S)-6-(dimethoxyphosphoryl)hexan-2-yl) diisopropylphosphoramidite